(S)-2-((morpholine-3-carbonyl)oxy)ethan-1-ylium N1[C@@H](COCC1)C(=O)OC[CH2+]